2-(2,6-dioxo-1-propylpiperidin-3-yl)-4-nitroisoindoline-1,3-dione O=C1N(C(CCC1N1C(C2=CC=CC(=C2C1=O)[N+](=O)[O-])=O)=O)CCC